FC1=CC=C2C(=C(N(C2=C1C=1C(=NN(C1C)C)C)CCN1CCNCC1)C(=O)OC(C)(C)C)CCCOC1=CC=CC2=CC=CC=C12 tert-butyl 6-fluoro-3-(3-(naphthalen-1-yloxy)propyl)-1-(2-(piperazin-1-yl)ethyl)-7-(1,3,5-trimethyl-1H-pyrazol-4-yl)-1H-indole-2-carboxylate